C1(CC1)C1=NN2C=NC(=CC2=C1C1=C(C=C(C=C1F)O)F)C1=CC(=C(C=C1)F)C(F)(F)F 4-[2-cyclopropyl-5-(4-fluoro-3-trifluoromethyl-phenyl)-pyrazolo[1,5-c]pyrimidin-3-yl]-3,5-difluoro-phenol